N,N,5-triphenyl-10-(2-(trimethylsilyl)phenyl)-5,10-dihydrophenazin-2-amine C1(=CC=CC=C1)N(C1=CC=2N(C3=CC=CC=C3N(C2C=C1)C1=CC=CC=C1)C1=C(C=CC=C1)[Si](C)(C)C)C1=CC=CC=C1